FC1=C(O[P@@](=O)(OC2=CC=CC=C2)N[C@@H](CC2=CC=CC=C2)C(=O)OCCCCCCCCCCCCCCCC)C(=C(C(=C1F)F)F)F Hexadecyl ((S)-(perfluorophenoxy)(phenoxy)phosphoryl)-L-phenylalaninate